C(C=C)(=O)NC(C)(C)[Na] acrylamido-isopropyl-sodium